ClC1=NC=CN=C1[Sn](CCCC)(CCCC)CCCC 2-chloro-3-(tributylstannyl)pyrazine